(S)-2-[6-Chloro-2-[(R)-3-methylmorpholine-4-carbonyl]-1,2,3,4-tetrahydroisoquinolin-8-yl]pyrrolidine-1-carboxylic acid tert-butyl ester C(C)(C)(C)OC(=O)N1[C@@H](CCC1)C=1C=C(C=C2CCN(CC12)C(=O)N1[C@@H](COCC1)C)Cl